ClC=1C(=C(N)C=CC1)N1CCC(CC1)(F)F 3-chloro-2-(4,4-difluoro-1-piperidyl)aniline